C(C1=CC=CC=C1)(C1=CC=CC=C1)NCCCC[C@H](N)C(=O)O N'-benzhydryl-lysine